1-(2,4,5-trifluorobenzyl)pyrimidine-2,4(1H,3H)-dione FC1=C(CN2C(NC(C=C2)=O)=O)C=C(C(=C1)F)F